The molecule is a peptide antibiotic that is vancomycin lacking the disaccharide moiety. It has a role as a metabolite. It is a peptide antibiotic, a heterodetic cyclic peptide, a cyclic ether and a polyphenol. It is a conjugate acid of a vancomycin aglycone(1-). It is a tautomer of a vancomycin aglycone zwitterion. CC(C)C[C@H](C(=O)N[C@@H]1[C@@H](C2=CC(=C(C=C2)OC3=CC4=CC(=C3O)OC5=C(C=C(C=C5)[C@H]([C@H]6C(=O)N[C@@H](C7=C(C(=CC(=C7)O)O)C8=C(C=CC(=C8)[C@H](C(=O)N6)NC(=O)[C@@H]4NC(=O)[C@@H](NC1=O)CC(=O)N)O)C(=O)O)O)Cl)Cl)O)NC